(S)-11-(4-fluorophenyl)-3-methoxy-10-(trifluoromethyl)-3,4-dihydro-2H,6H-[1,4]thiazepino[2,3,4-ij]quinazoline-6,8(7H)-dione FC1=CC=C(C=C1)C1=C(C=C2C(NC(N3C2=C1SC[C@H](C3)OC)=O)=O)C(F)(F)F